C(C#C)N1C2COCC1CN(C2)C(=O)OC(C)(C)C Tert-butyl 9-prop-2-ynyl-3-oxa-7,9-diazabicyclo[3.3.1]nonane-7-carboxylate